C(C)(=O)N1CCC(=CC1)C1=CC/2=C(N(C=N\C2=N/[C@H](C)C2=C(C(=CC=C2)C(F)(F)F)C)C)C(N1C)=O (R,Z)-6-(1-acetyl-1,2,3,6-tetrahydropyridin-4-yl)-1,7-dimethyl-4-((1-(2-methyl-3-(trifluoromethyl)phenyl)ethyl)imino)-1,7-dihydropyrido[3,4-d]pyrimidin-8(4H)-one